BrC=1C(=C(C=C(C(=O)O)C1)C(=O)O)C 5-bromo-4-methylisophthalic acid